C[Si](CCC1=C(C(=C(C(=C1CC[Si](Cl)(Cl)C)CC[Si](Cl)(Cl)C)CC[Si](Cl)(Cl)C)CC[Si](Cl)(Cl)C)CC[Si](Cl)(Cl)C)(Cl)Cl 1,2,3,4,5,6-hexakis[2-(methyl-dichlorosilyl)ethyl]benzol